NC=1C=CC(=C(C1)C=1N=C(C(=NC1)N\C(\C(=O)O)=C/C=1OC=CC1)CC1=CC=CC=C1)F (Z)-2-((5-(5-amino-2-fluorophenyl)-3-benzyl-pyrazin-2-yl)amino)-3-(furan-2-yl)acrylic acid